2-ethyl-9,10-dimethoxy-anthracene C(C)C1=CC2=C(C3=CC=CC=C3C(=C2C=C1)OC)OC